COCCNCC(=O)OCCNCC(=O)OCCOCCOCCOCCOCC(COCCCCCCCC\C=C/CCCCCCCC)OCCCCCCCC\C=C/CCCCCCCC 2-[[2-[2-[2-[2-[2-[2,3-bis[(Z)-octadec-9-enoxy]propoxy]ethoxy]ethoxy]ethoxy]ethoxy]-2-oxo-ethyl]amino]ethyl 2-(2-methoxyethylamino)acetate